2-Chloro-N-((2-(4-chloro-3-nitrophenyl)pyrimidin-5-yl)methyl)-6-(trifluoromethyl)pyridin-4-amine ClC1=NC(=CC(=C1)NCC=1C=NC(=NC1)C1=CC(=C(C=C1)Cl)[N+](=O)[O-])C(F)(F)F